3-[5-[3-(2-fluoro-3-hydroxypropoxy)propyl]-3-methyl-2-oxo-1,3-benzodiazol-1-yl]piperidine-2,6-dione FC(COCCCC1=CC2=C(N(C(N2C)=O)C2C(NC(CC2)=O)=O)C=C1)CO